tetraaminocobalt N[Co](N)(N)N